methyl 1-[2-methoxy-4-(prop-1-en-2-yl)phenyl]cyclopropane-1-carboxylate COC1=C(C=CC(=C1)C(=C)C)C1(CC1)C(=O)OC